COCCOCOC1=C(C(=O)O)C=C(C(=C1)C(=O)O)OCOCCOC 2,5-bis((2-methoxyethoxy)methoxy)terephthalic acid